FC1(CCC(CC1)[C@@H]1NC[C@H](CC1)C)F |r| rac-(2R,5S)-2-(4,4-difluorocyclohexyl)-5-methyl-piperidine